C1(=C(C=CC=C1)NC(C1=CC=CC=C1)=O)C N-(o-tolyl)benzamide